octadeca-9,12-dien-1-yl oleate C(CCCCCCC\C=C/CCCCCCCC)(=O)OCCCCCCCCC=CCC=CCCCCC